NC=1C2=C(N=CN1)N(C(=C2C2=CC=C(C=C2)S(NC2CCC2)(=O)=O)C2=CC=C(C=C2)NC(C(=C)C)=O)C N-(4-(4-amino-5-(4-(N-cyclobutylsulfamoyl)phenyl)-7-methyl-7H-pyrrolo[2,3-d]pyrimidin-6-yl)phenyl)methacrylamide